2-hydroxy-N,N-di(2-hydroxyethyl)-N-methylethylammonium methyl-sulfate COS(=O)(=O)[O-].OCC[N+](C)(CCO)CCO